N,N-dimethylallyl-urea CN(C(=O)NCC=C)C